(S)-1-(5-chloro-2-(2,4-dimethylpiperazin-1-yl)pyrimidin-4-yl)-N-ethyl-N-(2-(imidazo[1,2-a]pyridin-3-yl)propan-2-yl)azetidine-3-carboxamide ClC=1C(=NC(=NC1)N1[C@H](CN(CC1)C)C)N1CC(C1)C(=O)N(C(C)(C)C1=CN=C2N1C=CC=C2)CC